COC(CNC1=NC=CC2=C1N=C(N=C2)NC2=C(C=C(C=C2)C2=NN=NN2C)OC)(C)C N8-(2-methoxy-2-methylpropyl)-N2-(2-methoxy-4-(1-methyl-1H-tetrazol-5-yl)phenyl)pyrido[3,4-d]pyrimidine-2,8-diamine